CC1=C(C=NC=C1)CNCC(=O)O ((4-methylpyridin-3-yl)methyl)glycine